1-(4-bromophenyl)-6-(5-(6-methylpyridin-2-yl)-1-(tetrahydro-2H-pyran-2-yl)-1H-pyrazol-4-yl)-1H-benzo[d][1,2,3]triazole BrC1=CC=C(C=C1)N1N=NC2=C1C=C(C=C2)C=2C=NN(C2C2=NC(=CC=C2)C)C2OCCCC2